CC/C=C\\C[C@H]1[C@H](C=CC1=O)CCCCCCCC(=O)SCCNC(=O)CCNC(=O)[C@@H](C(C)(C)COP(=O)(O)OP(=O)(O)OC[C@@H]2[C@H]([C@H]([C@@H](O2)N3C=NC4=C(N=CN=C43)N)O)OP(=O)(O)O)O The molecule is an oxo fatty acyl-CoA that results from the formal condensation of the thiol group of coenzyme A with the carboxylic acid group of (15Z)-12-oxophyto-10,15-dienoic acid. It is an oxo-fatty acyl-CoA and an unsaturated fatty acyl-CoA. It derives from a (15Z)-12-oxophyto-10,15-dienoic acid. It is a conjugate acid of a (15Z)-12-oxophyto-10,15-dienoyl-CoA(4-).